1-hexylpyridinium hexafluorophosphate F[P-](F)(F)(F)(F)F.C(CCCCC)[N+]1=CC=CC=C1